thieno[2,3-d]pyridazin-7-amine S1C=CC=2C1=C(N=NC2)N